C[C@@H]1CC2C3C[C@@H](C4=CC(=O)C=CC4([C@]3([C@H](CC2([C@]1(C(=O)COC(=O)C(C)(C)C)O)C)O)F)C)F 21-pivalate